tert-butyl [2-(oxiran-2-yl)ethyl]carbamate O1C(C1)CCNC(OC(C)(C)C)=O